BrC=1C=CC(=C(C1)C(O)([2H])[2H])C1=C(C=NC=C1)F (5-bromo-2-(3-fluoropyridin-4-yl)phenyl)methane-d2-ol